(trans)-2-Hydroxyethyl (4-((4-(1-isopropyl-1H-pyrazol-4-yl)pyridine-2-yl)((4-(4-methoxy-3-methylphenyl)bicyclo[2.2.2]octan-1-yl)methyl)carbamoyl)cyclohexyl)carbamate C(C)(C)N1N=CC(=C1)C1=CC(=NC=C1)N(C(=O)[C@@H]1CC[C@H](CC1)NC(OCCO)=O)CC12CCC(CC1)(CC2)C2=CC(=C(C=C2)OC)C